C(C)(C)(C)OC(=O)N1C(CC(CC1)NC1=NC=CN=C1CC1=CC=C(C=C1)F)C 4-((3-(4-Fluorobenzyl)pyrazin-2-yl)amino)-2-methylpiperidine-1-carboxylic acid tert-butyl ester